N1=C(NC2=C1C=CC=C2)NC2=CC=CC=C2 benzimidazolyl-aniline